ethyl nondecapentaenoate C(C=CC=CC=CC=CC=CCCCCCCCC)(=O)OCC